BrCC1=CC=C(C=C1)B1OC(C)(C)C(C)(C)O1 4-bromomethylphenylboronic acid pinacol ester